FC(OC1=CC=C(C=C1)S(=O)(=O)N1CCOC2(CCN(C2)C(=O)OC(C)(C)C)C1)F tert-butyl 9-((4-(difluoromethoxy)phenyl)sulfonyl)-6-oxa-2,9-diazaspiro[4.5]decane-2-carboxylate